bis(2,6-dichlorobenzoyl)-2,4,4-trimethylpentylphosphine oxide ClC1=C(C(=O)P(CC(CC(C)(C)C)C)(C(C2=C(C=CC=C2Cl)Cl)=O)=O)C(=CC=C1)Cl